ClC=1C=C(C=CC1)C1=NN=C(O1)C1CCN(CC1)C1=C(C(N(C2=CC=CC=C12)C)=O)C(=O)N 4-{4-[5-(3-chlorophenyl)-1,3,4-oxadiazol-2-yl]piperidin-1-yl}-1-methyl-2-oxo-1,2-dihydroquinoline-3-carboxamide